FC(CN1C=NC(=C1C=1C=CC=2N(N1)C(=CN2)C(=O)NC)C2=CC=C(C=C2)F)F 6-(1-(2,2-difluoroethyl)-4-(4-fluoro-phenyl)-1H-imidazol-5-yl)-N-methyl-imidazo[1,2-b]pyridazine-3-carboxamide